bis(2-hydroxyethyl)-methyl-tridecyl-ammonium chloride [Cl-].OCC[N+](CCCCCCCCCCCCC)(C)CCO